N-((1,2,4-thiadiazol-3-yl)methyl)-5-(4-(trifluoromethyl)phenyl)-2-naphthamide S1N=C(N=C1)CNC(=O)C1=CC2=CC=CC(=C2C=C1)C1=CC=C(C=C1)C(F)(F)F